2-[[(2R)-2-[[(2R)-2-(tert-butoxycarbonylamino)-3-phenyl-propionyl]amino]-3-phenylpropionyl]amino]-4,4,4-trifluorobutanoic acid C(C)(C)(C)OC(=O)N[C@@H](C(=O)N[C@@H](C(=O)NC(C(=O)O)CC(F)(F)F)CC1=CC=CC=C1)CC1=CC=CC=C1